4-cyclopropylmorpholine C1(CC1)N1CCOCC1